OC1=C(C=C2C(CCOC2=C1C)=O)C 7-hydroxy-6,8-dimethylchroman-4-one